C(#N)C(=CC=1C=C(C=CC1)CCCC(=O)O)N1N=CN=C1 4-(3-(2-cyano-2-(1H-1,2,4-triazol-1-yl)vinyl)phenyl)butanoic acid